4-Methoxy-6-(((3r,5s)-5-methylpyrrolidin-3-yl)oxy)pyrimidine-4,5,6-13C3 CO[13C]1=NC=N[13C](=[13CH]1)O[C@H]1CN[C@H](C1)C